CC1N(CCC(C1)N(C=1N=NC(=CC1)C=1C=CC(=C2CC(NC12)=O)C=1C=NN(C1)C1OCCCC1)C)C(=O)[O-] 2-methyl-4-[methyl(6-[4-[1-(oxan-2-yl)pyrazol-4-yl]-2-oxo-1,3-dihydro indol-7-yl]pyridazin-3-yl)amino]piperidine-1-carboxylate